C(C)N1C(NC2=CC(=CC=C2C1=S)CN1C(CN(CC1)C=1C=CC(=NC1F)C(=O)NC)C)=O 5-(4-((3-ethyl-2-oxo-4-thioxo-1,2,3,4-tetrahydroquinazolin-7-yl)methyl)-3-methylpiperazin-1-yl)-6-fluoro-N-methylpicolinamide